F[C@@H](C(=O)NC1=C(C=C(C=C1)NCC1=CC=C(C=C1)C(F)(F)F)N1CCCCC1)[C@H](CCCC)F (2S,3S)-2,3-Difluoro-N-(2-(piperidin-1-yl)-4-((4-(trifluoromethyl)benzyl)amino)phenyl)heptanamid